2-(2-butoxyethoxy)ethylmethacrylamide C(CCC)OCCOCCC=C(C(=O)N)C